Lauryl-iminodipropionic acid monosodium salt [Na+].C(CCCCCCCCCCC)C(C(=O)O)CNCCC(=O)[O-]